NC1=C(C(=O)NNC(C2=C(C(=CC=C2Cl)F)Cl)=O)C=C(C=N1)Br 2-amino-5-bromo-N'-(2,6-dichloro-3-fluorobenzoyl)nicotinoyl-hydrazine